tetrabromochlorotoluene BrC=1C(=C(C(Cl)(Br)Br)C=CC1)Br